BrC=1C(=CC(N(C1)COCC[Si](C)(C)C)=O)C 5-bromo-4-methyl-1-((2-(trimethylsilyl)ethoxy)methyl)pyridin-2(1H)-one